CCC/C=C/C=O (2E)-hexenal